ClC=1C=CC(=NC1)CC1CC2(CN(C2)C(=O)N2CC3(C2)CC(C3)C3=NC=NN3)C1 [6-[(5-chloro-2-pyridyl)methyl]-2-azaspiro[3.3]heptan-2-yl]-[6-(1H-1,2,4-triazol-5-yl)-2-azaspiro[3.3]heptan-2-yl]methanone